C(C)(C)(C)OC(N[C@H]1C2N(CC1CC2)C(=O)C=2C=CC=1N(C2)N=C(C1C)C1=CC=2C(=NC=CC2)N1CC1CC1)=O tert-Butyl-((7R)-2-(2-(1-(cyclopropylmethyl)-1H-pyrrolo[2,3-b]pyridin-2-yl)-3-methylpyrazolo[1,5-a]pyridine-6-carbonyl)-2-azabicyclo[2.2.1]heptan-7-yl)carbamate